isooctyl N,N-dimethylamino terephthalate C(C1=CC=C(C(=O)ON(C)C)C=C1)(=O)OCCCCCC(C)C